[Si](C)(C)(C(C)(C)C)OCCOCC=1N=NC(=CC1NC1=CC(=NC=N1)NC(=O)C1CC(C1)N1CCC(CC1)C(=O)OC(C)(C)C)C1=C(C=CC(=C1)Cl)F tert-butyl 1-{3-[(6-{[3-({2-[(tert-butyldimethylsilyl)oxy]ethoxy}methyl)-6-(5-chloro-2-fluorophenyl)pyridazin-4-yl]amino}pyrimidin-4-yl)carbamoyl]cyclobutyl}piperidine-4-carboxylate